CS(=O)(=O)C#CC=1C=C(OC2=C(N=NN2)C(=O)O)C=CC1 5-(3-((methylsulfonyl)ethynyl)phenoxy)-1H-1,2,3-triazole-4-carboxylic acid